furothiainine O1CC=C2C1=CC=CS2